1-(3-(1-(tert-butyl)-5-(pyrimidin-2-ylamino)-1H-pyrazol-3-yl)cyclopentyl)-3-isopropylurea C(C)(C)(C)N1N=C(C=C1NC1=NC=CC=N1)C1CC(CC1)NC(=O)NC(C)C